Tetrakis(trimethylsilyl)hafnium C[Si](C)(C)[Hf]([Si](C)(C)C)([Si](C)(C)C)[Si](C)(C)C